1-((2R,4S)-4-hydroxy-5-methylene-tetrahydrofuran-2-yl)pyrimidine-2,4(1H,3H)-dione O[C@H]1C[C@@H](OC1=C)N1C(NC(C=C1)=O)=O